diethyl (2-((2R,3S,4R,5S,6R)-3,4,5-trihydroxy-6-(prop-2-ynyl)tetrahydro-2H-pyran-2-yl)ethyl)phosphonate O[C@@H]1[C@H](O[C@@H]([C@H]([C@H]1O)O)CC#C)CCP(OCC)(OCC)=O